3-ethyl-7-((4-(4-(methylamino)pyrido[3,2-c]pyridazin-7-yl)piperazin-1-yl)methyl)-1,5-naphthyridin-2(1H)-one C(C)C=1C(NC2=CC(=CN=C2C1)CN1CCN(CC1)C1=CC=2N=NC=C(C2N=C1)NC)=O